diphenyl-N,N'-di(α-naphthyl)benzidine C1(=CC=CC=C1)N(C1=CC=C(C2=CC=C(N(C3=CC=CC4=CC=CC=C34)C3=CC=CC=C3)C=C2)C=C1)C1=CC=CC2=CC=CC=C12